oxo-bisbenzoic acid O(C1=C(C(=O)O)C=CC=C1)C1=C(C(=O)O)C=CC=C1